CC1CC(C2CCC(C1)N2C(=O)OC(C)(C)C)NC(=O)C2(CC2)C2=CC=C(C=C2)C(F)(F)F tert-butyl 4-methyl-2-{1-[4-(trifluoromethyl)phenyl]cyclopropaneamido}-9-azabicyclo[4.2.1]nonane-9-carboxylate